ethyl (E)-2-chloro-2-(hydroxyimino)acetate Cl/C(/C(=O)OCC)=N/O